CCCCCCCCCCCCCC/C=C\CCCC(=O)O 5Z-Eicosenoic acid